O=C1NC(CCC1N1C(C2=CC=C(C=C2C1)C=1CCN(CC1)C(=O)OCCCC)=O)=O butyl 4-[2-(2,6-dioxo-3-piperidyl)-1-oxo-isoindolin-5-yl]-3,6-dihydro-2H-pyridine-1-carboxylate